methoxy-2-methylquinazolin-4-amine COC1=C2C(=NC(=NC2=CC=C1)C)N